C(C)N(C=1C=C(C=CC1NC(=O)NCC1=CC2=C(C(N(C2)C2C(NC(CC2)=O)=O)=O)S1)C)CC 1-(3-(diethylamino)-4-tolyl)-3-((5-(2,6-dioxopiperidin-3-yl)-6-oxo-5,6-dihydro-4H-thieno[2,3-c]pyrrol-2-yl)methyl)urea